3-hydroxymethyl-4,5,6-trihydroxy-2-cyclohexene OCC1=CCC(C(C1O)O)O